C(C1=CC=CC=C1)OC=1C(=CC(=C(NC2=NC=C(C(=N2)NC2=C(C=C(C=C2)OC)NS(=O)(=O)C)Cl)C1)C)OC N-[2-[[2-(5-benzyloxy-4-methoxy-2-methyl-anilino)-5-chloro-pyrimidin-4-yl]amino]-5-methoxyphenyl]methanesulfonamide